CN1C(=NC2=CC=CC=C2C1=O)N1CCN(CC1)C(=O)C1=CC2=C(N=C(O2)C2=CC=CC=C2)C=C1 3-Methyl-2-[4-(2-phenyl-1,3-benzoxazole-6-carbonyl)piperazin-1-yl]quinazolin-4-one